C(C1=CC=CC=C1)OC=1C(=NC(=CC1)O)C(=O)O 3-(benzyloxy)-6-hydroxypicolinic acid